tert-butyl (2S)-2-(8-(1-(benzyloxy) ethyl)-6-chloro-4-cyclopropyl-1,1-dioxido-3,4-dihydro-2H-benzo[e][1,2,4]thiadiazin-2-yl)-3-(6-fluoro-2,3-dimethylphenyl)butanoate C(C1=CC=CC=C1)OC(C)C1=CC(=CC=2N(CN(S(C21)(=O)=O)[C@H](C(=O)OC(C)(C)C)C(C)C2=C(C(=CC=C2F)C)C)C2CC2)Cl